BrC=1C(=C(C=CC1)CCC(=O)Cl)F 3-(3-Bromo-2-fluorophenyl)propionyl chloride